tert-butyl N-[1-[3-(2,6-dibenzyloxy-3-pyridinyl) phenyl]-4-piperidinyl]-N-methyl-carbamate C(C1=CC=CC=C1)OC1=NC(=CC=C1C=1C=C(C=CC1)N1CCC(CC1)N(C(OC(C)(C)C)=O)C)OCC1=CC=CC=C1